ClC1=C(C=CC(=C1)F)CNC=1C=2C=NNC2C(=CC1)S(=O)(=O)C(F)(F)F N-[(2-chloro-4-fluorophenyl)methyl]-7-(trifluoromethylsulfonyl)-1H-indazol-4-amine